3-(difluoromethoxy)-4-(trifluoromethyl)-1H-pyrazole-5-carboxylic acid FC(OC1=NNC(=C1C(F)(F)F)C(=O)O)F